CC(C(=C(C(C(=O)O)(C(=O)O)C(=O)O)C(=O)O)C)=CC=CCCCCCCCCCCC dimethyloctadecenedienetetracarboxylic acid